2-(trifluoromethyl)cinnamic acid methyl ester COC(C=CC1=C(C=CC=C1)C(F)(F)F)=O